C(C)OC(/C(=C/CCCCCC(=O)O)/C)=O (E)-9-ethoxy-8-methyl-9-oxonon-7-enoic acid